COC(=O)[C@@H]1N[C@@H]([C@]2([C@@H]1C(N(C2=O)C2=CC=CC=C2)=O)C2=CC=C(C=C2)OC)C2=CC=CC=C2 (1R,3R,3aS,6aS)-3a-(4-methoxyphenyl)-4,6-dioxo-3,5-diphenyloctahydropyrrolo[3,4-c]pyrrole-1-carboxylic acid methyl ester